FC(C=1C=C(C(=C(C#N)C1)C)OC1=C(N=CN(C1=O)CC1=C(N=C(NC1=O)CCCO)C)C(C(F)F)(F)F)F 5-(difluoromethyl)-3-((1-((2-(3-hydroxypropyl)-4-methyl-6-oxo-1,6-dihydropyrimidin-5-yl)methyl)-6-oxo-4-(1,1,2,2-tetrafluoroethyl)-1,6-dihydropyrimidin-5-yl)oxy)-2-methylbenzonitrile